3-[5-chloro-1-methylpyrrolo[2,3-c]pyridin-2-yl]-5-fluoro-2,4-dimethoxypyridine ClC=1C=C2C(=CN1)N(C(=C2)C=2C(=NC=C(C2OC)F)OC)C